CS(=O)(=O)NCC[C@@H](C)NC(=O)C=1C=NC2=C(C=CC=C2C1)C1=CCC(CC1)C(F)(F)F N-((R)-4-(methylsulfonamido)butan-2-yl)-8-(4-(trifluoromethyl)cyclohex-1-en-1-yl)quinoline-3-carboxamide